NC(CC1=CC=C(C=C1)CC(=O)NC1=NC(=CN=C1)N1CC(CCC1)OC1=C(C=CC=C1)OCC)=O 4-(2-Amino-2-oxoethyl)phenyl-N-(6-(3-(2-ethoxyphenoxy)piperidin-1-yl)pyrazin-2-yl)acetamid